N-((4-chloro-2,6-diisopropylphenyl)carbamoyl)quinoline-8-sulfonamide ClC1=CC(=C(C(=C1)C(C)C)NC(=O)NS(=O)(=O)C=1C=CC=C2C=CC=NC12)C(C)C